4,6-dioxo-1,3-dioxan-5-ide O=C1OCOC([CH-]1)=O